ClC1=C(C(=CC=C1F)F)[C@@H]1N(OCC1)C1=CC(=NC=N1)NC=1C(=CC(=C(C1)NC(C=C)=O)N1CCC(CC1)N1CCN(CC1)C1CC1)OC N-(5-((6-((R)-3-(2-chloro-3,6-difluorophenyl)-isoxazolidine-2-yl)pyrimidine-4-yl)amino)-2-(4-(4-cyclopropylpiperazine-1-yl)piperidine-1-yl)-4-methoxy-phenyl)acrylamide